ClC1=NC=C(C(=C1)C=1C=NN(C1)C)C#CC=1C=NN(C1)C chloro-4-(1-methylpyrazol-4-yl)-5-(2-(1-methylpyrazol-4-yl)ethynyl)pyridine